6-bromobenzo[d]thiazole-2-carboxylic acid hydrazide BrC1=CC2=C(N=C(S2)C(=O)NN)C=C1